N-(4-(4-Amino-6-ethynyl-5-(quinolin-3-yl)-7H-pyrrolo[2,3-d]pyrimidin-7-yl)bicyclo-[2.2.1]heptan-1-yl)-5-((dimethylamino)methyl)pyrazine-2-carboxamide NC=1C2=C(N=CN1)N(C(=C2C=2C=NC1=CC=CC=C1C2)C#C)C21CCC(CC2)(C1)NC(=O)C1=NC=C(N=C1)CN(C)C